ClC1=C(C2=C(C=CO2)C=C1)C=1C(=CC2=C(N(C(N=C2N2[C@H](CN(CC2)C(=O)OC(C)(C)C)C)=O)C=2C(=NC=CC2C)C(C)C)N1)F tert-butyl (3S)-4-(7-(6-chlorobenzofuran-7-yl)-6-fluoro-1-(2-isopropyl-4-methylpyridin-3-yl)-2-oxo-1,2-dihydropyrido[2,3-d]pyrimidin-4-yl)-3-methylpiperazine-1-carboxylate